2-{4-[(2R)-2-[(tert-butoxycarbonyl)amino]-3-ethoxy-3-oxo-propyl]-3-fluorophenyl}ethylboronic acid C(C)(C)(C)OC(=O)N[C@H](CC1=C(C=C(C=C1)CCB(O)O)F)C(=O)OCC